CC(C(C)=O)CC(C)C 3,5-Dimethyl-Hexanone